ClCC(=O)C1SC2(N(C1=O)CC=1OC(=CC1)C1=CC=C(C3=CC=CC=C13)C)CCNCC2 (2-chloroacetyl)-4-((5-(4-methylnaphthalen-1-yl)furan-2-yl)methyl)-1-thia-4,8-diazaspiro[4.5]Decan-3-one